5-bromo-N-cyclopentylbenzo[d]oxazol-2-amine BrC=1C=CC2=C(N=C(O2)NC2CCCC2)C1